C(C)N1CCN(CC1)C1=CC(=NC=N1)N1CC2(CC1)CCN(CC2)C(C=C)=O 1-[2-[6-(4-ethylpiperazin-1-yl)pyrimidin-4-yl]-2,8-diazaspiro[4.5]decan-8-yl]prop-2-en-1-one